F[P-](F)(F)(F)(F)F.ClC(=[N+](C)C)N1CCOCC1 N-(chloro(morpholino)methylene)-N-methylmethanaminium hexafluorophosphate